NCC=1C=C(C=C(C1)F)C=1SC=CC1N (3-(aminomethyl)-5-fluorophenyl)thiophen-3-amine